1-((3,3-difluorocyclopentyl)methyl)-3-methyl-4-(trifluoromethoxy)-1H-pyrazole-5-carboxylic acid FC1(CC(CC1)CN1N=C(C(=C1C(=O)O)OC(F)(F)F)C)F